2-(4-((1-methyl-1H-benzo[d]imidazol-2-yl)methyl)piperazin-1-yl)-4-(2-methylpropan-1-en-1-yl)benzonitrile CN1C(=NC2=C1C=CC=C2)CN2CCN(CC2)C2=C(C#N)C=CC(=C2)C=C(C)C